C(C)(C)(C)OC(=O)N1C[C@@H](C[C@@H](C1)OCCOS(=O)(=O)C1=CC=C(C)C=C1)C (3R,5S)-3-methyl-5-[2-(p-toluenesulfonyloxy)ethoxy]piperidine-1-carboxylic acid tert-butyl ester